N-(6-(2H-1,2,3-triazol-2-yl)-5-trifluoromethylpyridin-3-yl)-1-(4-oxo-4,5-dihydropyrrolo[4,3,2-de]quinazolin-8-yl)-5-trifluoromethyl-1H-pyrazole-4-carboxamide N=1N(N=CC1)C1=C(C=C(C=N1)NC(=O)C=1C=NN(C1C(F)(F)F)C1=C2C=3C(=NC(NC3C=C1)=O)C=N2)C(F)(F)F